[N+](=O)([O-])[O-].[Ag+] silver (i) nitrate